FC(C(C)N1CCC(CC1)=O)F 1-(1,1-Difluoropropan-2-yl)piperidin-4-one